BrC1=CC(=C(C(=O)OC)C=C1C)OC1=C(C=CC=C1)F Methyl 4-bromo-2-(2-fluorophenoxy)-5-methyl-benzoate